BrCC=1C=NC(=C(C(=O)OCC)C1)OCC Ethyl 5-(bromomethyl)-2-ethoxynicotinate